(S)-((5-fluoro-2-(2-methoxy-7-methylquinoxalin-5-yl)-7,8-dihydrobenzofuro[5,4-d]thiazol-7-yl)methyl)carbamic acid 4-nitrophenyl ester [N+](=O)([O-])C1=CC=C(C=C1)OC(NC[C@H]1OC2=C(C1)C1=C(N=C(S1)C1=C3N=CC(=NC3=CC(=C1)C)OC)C=C2F)=O